methyl 2-(2-bromoethyl)-5-methyl-pyrazole-3-carboxylate BrCCN1N=C(C=C1C(=O)OC)C